NC1=NC=2C=CC=CC2C2=C1N=CN2CC(C)(O)C 1-(4-aminoimidazo[4,5-c]quinolin-1-yl)-2-methyl-propan-2-ol